(E)-5-([1,1'-biphenyl]-4-yl)-6-oxo-6-(quinolin-8-ylamino)hex-2-enoic acid methyl ester COC(\C=C\CC(C(NC=1C=CC=C2C=CC=NC12)=O)C1=CC=C(C=C1)C1=CC=CC=C1)=O